ClC=1C(=NC=C(C1[C@@H](C)OC=1C=C2C(=NNC2=CC1)C=1C=C(C(=NC1)N1CC2(C1)COCC2)C)Cl)C 2-[5-[5-[(1R)-1-(3,5-dichloro-2-methyl-4-pyridyl)ethoxy]-1H-indazol-3-yl]-3-methyl-2-pyridyl]-6-oxa-2-azaspiro[3.4]octane